2,4-bis(4-phenoxyphenyl)-1,3-dithia-2,4-diphosphetane 2,4-disulfide O(C1=CC=CC=C1)C1=CC=C(C=C1)P1(SP(S1)(C1=CC=C(C=C1)OC1=CC=CC=C1)=S)=S